C(#N)N1C[C@]2(CC2C1)NC(C1=CC=C(C=C1)C=1C=NC=CC1NC1=CC=C(C=C1)F)=O N-((1R)-3-Cyano-3-azabicyclo[3.1.0]hexan-1-yl)-4-(4-((4-fluorophenyl)amino)pyridin-3-yl)benzamid